N-[5-[5-methyl-3-[(3S)-pyrrolidin-3-yl]oxy-isothiazol-4-yl]pyrazolo[1,5-a]pyridin-2-yl]cyclopropanecarboxamide CC1=C(C(=NS1)O[C@@H]1CNCC1)C1=CC=2N(C=C1)N=C(C2)NC(=O)C2CC2